C(C\C=C/CC)(=O)OCC\C=C/CC (Z)-3-hexenyl (Z)-3-hexenoate